C(C(O)C)(=O)C(C(=O)OC(CCCCCCCCCCC)=O)(O)C lauroyl lactyllactate